FC(C(C(=O)N1CCOC2=C(C1)C=NC=C2F)(C)C)(F)F 3,3,3-trifluoro-1-(9-fluoro-3,5-dihydro-2H-pyrido[3,4-f][1,4]oxazepin-4-yl)-2,2-dimethyl-propan-1-one